2-(1-phenyl-1H-pyrazol-4-yl)-N-[(pyrrolidin-3-yl)methyl]-1,3-thiazole-4-carboxamide C1(=CC=CC=C1)N1N=CC(=C1)C=1SC=C(N1)C(=O)NCC1CNCC1